BrC=1C=C(C=2N(C1)C=C(N2)C)NS(=O)(=O)C N-(6-bromo-2-methylimidazo[1,2-a]pyridin-8-yl)methanesulfonamide